4,4'-(9H-fluorene-9,9-diyl)bis(2-aminophenol) C1=CC=CC=2C3=CC=CC=C3C(C12)(C1=CC(=C(C=C1)O)N)C1=CC(=C(C=C1)O)N